FC1([C@H](OC1)[C@]1(CN(CC1)CC=1N=NC(=CC1)C)CCC1=CC=C(C#N)C=C1)F |o1:2| 4-(2-((R)-3-((R or S)-3,3-difluorooxetan-2-yl)-1-((6-methylpyridazin-3-yl)methyl)pyrrolidin-3-yl)ethyl)benzonitrile